di-oleoyl-propyl-trimethylammonium chloride [Cl-].C(CCCCCCC\C=C/CCCCCCCC)(=O)C([N+](C)(C)CCC)C(CCCCCCC\C=C/CCCCCCCC)=O